2,6-diphenylbenzo[b]Thiophene-3-carboxamide C1(=CC=CC=C1)C1=C(C2=C(S1)C=C(C=C2)C2=CC=CC=C2)C(=O)N